4-(5-methyl-7-oxo-2-phenyl-3-(piperidin-1-yl)-4,7-dihydropyrazolo[1,5-a]pyrimidin-6-yl)benzamide CC=1NC=2N(C(C1C1=CC=C(C(=O)N)C=C1)=O)N=C(C2N2CCCCC2)C2=CC=CC=C2